N1(N=NC=C1)C1=CC=C(C=C1)N1CC=NC=C1 1-[4-(1H-1,2,3-triazol-1-yl)phenyl]Pyrazin